2-(cyanomethyl)-8-((2S,5R)-2,5-diethyl-4-(1-(2-methylbenzo[d]thiazol-6-yl)ethyl)piperazin-1-yl)-5-methyl-6-oxo-5,6-dihydroimidazo[1,2-b]pyridazine-7-carbonitrile C(#N)CC=1N=C2N(N(C(C(=C2N2[C@H](CN([C@@H](C2)CC)C(C)C2=CC3=C(N=C(S3)C)C=C2)CC)C#N)=O)C)C1